5-(1,1-dideuterio-2,2-difluoro-ethoxy)-N,N-bis[(2,4-dimethoxyphenyl)methyl]-4,6-dimethoxy-pyrimidin-2-amine [2H]C(C(F)F)(OC=1C(=NC(=NC1OC)N(CC1=C(C=C(C=C1)OC)OC)CC1=C(C=C(C=C1)OC)OC)OC)[2H]